Ethyl 3-(3-(3-(2-(2-fluoro-5-((6-fluoro-4-(methylthio)-1H-indol-5-yl)oxy)phenyl)-1H-imidazol-5-yl)tetrahydrofuran-3-yl)phenyl)propanoate FC1=C(C=C(C=C1)OC=1C(=C2C=CNC2=CC1F)SC)C=1NC(=CN1)C1(COCC1)C=1C=C(C=CC1)CCC(=O)OCC